tert-butyl (2-oxoethyl)aminocarboxylate O=CCNC(=O)OC(C)(C)C